NC([C@H](C[C@H]1C(NCC1)=O)NC(=O)[C@@H]1[C@H]2C([C@H]2CN1C([C@H](C(C)(C)C)NC(C(F)F)=O)=O)(C)C)=O (1r,2S,5S)-N-((S)-1-amino-1-oxo-3-((S)-2-oxopyrrolidin-3-yl)propan-2-yl)-3-((S)-2-(2,2-difluoroacetamido)-3,3-dimethylbutyryl)-6,6-dimethyl-3-azabicyclo[3.1.0]hexane-2-carboxamide